chloro-3-(((1R)-1-(2-cyano-3-(3-(4-cyanophenyl)-3,8-diazabicyclo[3.2.1]octan-8-yl)-7-methylquinoxalin-5-yl)ethyl)amino)picolinic acid ClC1=C(C(=NC=C1)C(=O)O)N[C@H](C)C1=C2N=C(C(=NC2=CC(=C1)C)C#N)N1C2CN(CC1CC2)C2=CC=C(C=C2)C#N